CC=1N=CC(=NC1)[C@@H]([C@@H](C)S(=O)(=O)N)C (2R,3S)-3-(5-methylpyrazin-2-yl)butane-2-sulfonamide